FC1=CC2=C(N=C(S2)NC(=O)NC2=NC(=CC=C2)C2=NN=CN2C(C)C)C=C1 1-(6-fluorobenzo[d]thiazol-2-yl)-3-(6-(4-isopropyl-4H-1,2,4-triazol-3-yl)pyridin-2-yl)urea